N[C@H]1C2N(CC1CC2)C(=O)C2=CC1=C(N(C(=N1)C1=CC=3C(=NC(=CC3)C3=C4C=CC(NC4=CC=C3)=O)N1CC1CC1)C([2H])([2H])[2H])C(=C2)OC 5-(2-(5-((7R)-7-amino-2-azabicyclo[2.2.1]heptane-2-carbonyl)-7-methoxy-1-(methyl-d3)-1H-benzo[d]imidazol-2-yl)-1-(cyclopropylmethyl)-1H-pyrrolo[2,3-b]pyridin-6-yl)quinolin-2(1H)-one